6-chloro-3-methyluracil chloride [Cl-].ClC1=CC(N(C(N1)=O)C)=O